C(C)(C)(C)OC(=O)N1C2=C(OCC1)N=CC(=C2C)C=2C=C1C=C(N=CC1=C(C2F)Cl)NC2=CC(=C1CCN(CC1=C2)C)C 7-(8-chloro-3-((2,5-dimethyl-1,2,3,4-tetrahydroisoquinolin-7-yl)amino)-7-fluoroisoquinolin-6-yl)-8-methyl-2,3-dihydro-1H-pyrido[2,3-b][1,4]oxazine-1-carboxylic acid tert-butyl ester